6-[5-({[2-(cyclobutylmethoxy)phenyl]methyl}carbamoyl)-6-methoxypyridin-3-yl]-N-methyl-1H-indazole-3-carboxamide C1(CCC1)COC1=C(C=CC=C1)CNC(=O)C=1C=C(C=NC1OC)C1=CC=C2C(=NNC2=C1)C(=O)NC